FC(C1=CC(=C(C(=C1)C(C)C)CC(=O)N[S@](=O)(=N)C=1SC(=CC1F)C(C)(C)O)C(C)C)F |o1:15| (R)- or (S)-2-(4-(difluoromethyl)-2,6-diisopropylphenyl)-N-(3-fluoro-5-(2-hydroxypropan-2-yl)thiophen-2-ylsulfonimidoyl)acetamide